C(CCCCC)OC(C1=C(C=CC=C1)C(C1=C(C=C(C=C1)N(CC)CC)O)=O)=O 2-(4-diethylamino-2-hydroxy-benzoyl)-benzoic acid hexyl ester